1,6-anhydroglucose C1[C@@H]2[C@H]([C@@H]([C@H]([C@H](O1)O2)O)O)O